tert-Butyl (2S,4R)-4-hydroxy-2-{[(1S)-1-[4-(4-methyl-1,3-thiazol-5-yl)phenyl]ethyl]carbamoyl}pyrrolidine-1-carboxylate O[C@@H]1C[C@H](N(C1)C(=O)OC(C)(C)C)C(N[C@@H](C)C1=CC=C(C=C1)C1=C(N=CS1)C)=O